N1[C@@H](CCC1)C(=O)N[C@@H](C(C)C)C(=O)N=[S@](=O)(C)CC=1C=C2OCCCCOC3=C(C=4C(=CN=C(NC(C1)=C2)N4)F)C=CC(=C3)F L-prolyl-N-[(S)-{[16,20-difluoro-2,3,4,5-tetrahydro-12H-13,17-(azeno)-11,7-(metheno)-1,6,12,14-benzodioxadiazacyclononadecin-9-yl]methyl}(methyl)oxo-lambda6-sulfanylidene]-L-valinamide